1-methyl-6-(5-(5-methyl-4,5,6,7-tetrahydropyrazolo[1,5-a]pyrazin-3-yl)-1H-pyrrolo[2,3-b]pyridin-3-yl)-1H-benzo[d][1,2,3]triazole CN1N=NC2=C1C=C(C=C2)C2=CNC1=NC=C(C=C12)C=1C=NN2C1CN(CC2)C